CN1C(N(C2=C1C=C(C=C2)C=2C=NC(=CC2)N2C(CNCC2)=O)C2C(NC(CC2)=O)=O)=O 3-{3-methyl-2-oxo-5-[6-(2-oxopiperazin-1-yl)pyridin-3-yl]-1,3-benzodiazol-1-yl}piperidine-2,6-dione